Cl.CC=1N(C=CN1)CC=1C=C2C([C@@H](COC2=C(C1)C=1C(=NN(C1)C)C(F)(F)F)CC1=NC(=CC(=C1)C)N1CC(C1)NC)=O (R)-6-((2-methyl-1H-imidazol-1-yl)methyl)-8-(1-methyl-3-(trifluoromethyl)-1H-pyrazol-4-yl)-3-((4-methyl-6-(3-(methylamino)azetidin-1-yl)pyridin-2-yl)methyl)chroman-4-one hydrochloride